C(C)(C)(C)OC(=O)O[C@@H]1[C@H]([C@H](N(C1)C(=O)OC(C)(C)C)CC1=CC=C(C=C1)OC)OC(NCCN1S(CCC1)(=O)=O)=O tert-butyl (2R,3S,4S)-4-[(tert-butoxycarbonyl)oxy]-3-({[2-(1,1-dioxo-1lambda6,2-thiazolidin-2-yl)ethyl]carbamoyl}oxy)-2-[(4-methoxyphenyl)methyl]pyrrolidine-1-carboxylate